2-Amino-4-(5-chloro-3-(3-(dimethylamino)azetidin-1-yl)-1-(((R)-1-methyl-2-oxopiperidin-3-yl)amino)-7,9-dihydrofuro[3,4-f]quinazolin-6-yl)-7-fluorobenzo[b]thiophene-3-carbonitrile NC1=C(C2=C(S1)C(=CC=C2C=2C1=C(C=3C(=NC(=NC3C2Cl)N2CC(C2)N(C)C)N[C@H]2C(N(CCC2)C)=O)COC1)F)C#N